CN(CCNC1=NC2=CC(=CC=C2C(=N1)NC)C=1C=C(C=CC1)NC(C=C)=O)C N-[3-(2-{[2-(dimethylamino)ethyl]amino}-4-(methylamino)quinazolin-7-yl)phenyl]prop-2-enamide